ClC1=C(C(=C(C=C1OC)OC)Cl)C1CCC=2C(=NNC2C1)C1=C(C=NN1C)N 5-(6-(2,6-dichloro-3,5-dimethoxyphenyl)-4,5,6,7-tetrahydro-1H-indazol-3-yl)-1-methyl-1H-pyrazol-4-amine